FC=1C=CSC1 4-fluorothiophen